Cl.Cl.ClC=1C(=NC2=CC=C(C=C2C1)C=1C=C(C=C(C1)C(F)(F)F)CN)N1CCNCC1 [3-(3-chloro-2-piperazin-1-yl-6-quinolinyl)-5-(trifluoromethyl)phenyl]methylamine dihydrochloride